BrC1=CN=C(N=N1)N(C1C[C@H]2CC[C@@H](C1)N2C(=O)OC(C)(C)C)C (1R,3s,5S)-tert-butyl 3-((6-bromo-1,2,4-triazin-3-yl)(methyl)amino)-8-azabicyclo[3.2.1]octane-8-carboxylate